FC1([C@H](CN(CC1)[C@H](C(=O)NC1=NC=C(N=C1)OC1=C(C=C(C=C1CO)F)F)C)C1=CNC(C=C1)=O)F (S)-2-((S)-4,4-difluoro-3-(6-oxo-1,6-dihydropyridin-3-yl)piperidin-1-yl)-N-(5-(2,4-difluoro-6-(hydroxymethyl)phenoxy)pyrazin-2-yl)propionamide